CNCCCNC(C(=C)C)=O methacrylic acid, methylaminopropylamide